(2-(4-(4-Chloro-2-fluorophenyl)piperazin-1-yl)benzylsulfonyl)-N,N-dimethylbenzenesulfonamide ClC1=CC(=C(C=C1)N1CCN(CC1)C1=C(CS(=O)(=O)C2=C(C=CC=C2)S(=O)(=O)N(C)C)C=CC=C1)F